(2S)-2-amino-3,3-dicyclopropyl-N-[1-[2,2-difluoro-1-(5-fluoro-2-methoxy-3-pyridyl)ethyl]pyrazol-4-yl]propanamide N[C@H](C(=O)NC=1C=NN(C1)C(C(F)F)C=1C(=NC=C(C1)F)OC)C(C1CC1)C1CC1